COC1=CC=C(C=C1)C1=NOC(=C1)NC1=NC(=NC=C1)N1CCOCC1 3-(4-methoxyphenyl)-N-(2-morpholinopyrimidin-4-yl)isoxazol-5-amine